FC(OC=1C=C(C=CC1)C1=NN(C(=C1)C1[C@H]2CC(C[C@@H]12)N1CCOCCC1)C(C)C)F 4-((1R,3r,5S,6r)-6-(3-(3-(difluoromethoxy)phenyl)-1-isopropyl-1H-pyrazol-5-yl)bicyclo[3.1.0]hexane-3-yl)-1,4-oxaazepane